1-{4-[(5-bromopyridin-2-yl)oxy]piperidin-1-yl}ethan-1-one BrC=1C=CC(=NC1)OC1CCN(CC1)C(C)=O